CC1=NOC(=C1COC1=C(C=CC=C1)C1CCN(CC1)[C@@H]1CC2(CN(C2)C(=O)C2(CC2)F)CC1)C (S)-(6-(4-(2-((3,5-dimethylisoxazol-4-yl)methoxy)phenyl)piperidin-1-yl)-2-azaspiro[3.4]octan-2-yl)(1-fluorocyclopropyl)methanone